L-4,5-diaminoimidazoleethanol NC=1N=C(NC1N)CCO